N-(2-(((1R,4R)-4-methoxycyclohexyl)amino)-8-(4-(2-carbonylpyrrolidin-1-yl)phenyl)pyrido[4,3-d]pyrimidin-5-yl)benzamide COC1CCC(CC1)NC=1N=CC2=C(N1)C(=CN=C2NC(C2=CC=CC=C2)=O)C2=CC=C(C=C2)N2C(CCC2)=C=O